FC(C1(CC1)C=1C=CC(=NC1)C1=CC(=C2C=NC(=NN21)N[C@H]2[C@@H](COCC2)OP(O)(O)=O)F)F [(3S,4R)-4-[(7-{5-[1-(difluoromethyl)cyclopropyl]pyridin-2-yl}-5-fluoropyrrolo[2,1-f][1,2,4]triazin-2-yl)amino]oxan-3-yl]oxyphosphonic acid